(R)-2-hydroxy-2-phenylethyl (1R,6S)-2,2,6-trimethylcyclohexane-1-carboxylate CC1([C@@H]([C@H](CCC1)C)C(=O)OC[C@@H](C1=CC=CC=C1)O)C